2-(4-phenoxyphenyl)-7-(piperazin-1-yl)-4,5,6,7-tetrahydro-2H-pyrazolo[4,3-b]pyridine-3-carboxamide O(C1=CC=CC=C1)C1=CC=C(C=C1)N1N=C2C(NCCC2N2CCNCC2)=C1C(=O)N